(S)-1-(((7-(8-ethyl-7-fluoro-3-(methoxymethoxy)naphthalen-1-yl)-8-fluoro-4-(1-oxa-6-azaspiro[3.5]nonan-6-yl)pyrido[4,3-d]pyrimidin-2-yl)oxy)methyl)cyclopropane-1-carbaldehyde C(C)C=1C(=CC=C2C=C(C=C(C12)C1=C(C=2N=C(N=C(C2C=N1)N1C[C@@]2(CCO2)CCC1)OCC1(CC1)C=O)F)OCOC)F